C(C)(C)C=1C=NN(C1)C=1C=CC(=C(O\C(\C(=O)OC)=C/OC)C1)C methyl (Z)-2-[5-(4-isopropylpyrazol-1-yl)-2-methyl-phenoxy]-3-methoxy-prop-2-enoate